sodium [3-[3-[2-[2-(tert-butoxycarbonylamino) ethylamino]-2-oxo-ethyl]pyrazol-1-yl]-7-oxo-1,6-diazabicyclo[3.2.1]oct-3-en-6-yl] sulfate S(=O)(=O)(ON1C2C=C(CN(C1=O)C2)N2N=C(C=C2)CC(=O)NCCNC(=O)OC(C)(C)C)[O-].[Na+]